CS=C(C#CC(C)(N1CCOCC1)C)O.OC1=C(C=CC(=C1)O)C(C)(C)C1=C(C=C(C=C1)O)O 2-(2,4-dihydroxyphenyl)-2-(2',4'-dihydroxyphenyl)propane S-methyl-4-methyl-4-morpholin-4-yl-pent-2-ynethioate